anti-3H-benzopyran O1CCCC2=C1C=CC=C2